mercaptosuccinic acid dilithium [Li].[Li].SC(C(=O)O)CC(=O)O